NCCC(=O)NC=1C=C(N(C1)C)C(=O)NC=1N=C(N(C1)C)C(=O)NCCC(=O)OCC ethyl 3-({4-[4-(3-aminopropanamido)-1-methylpyrrole-2-amido]-1-methylimidazol-2-yl}formamido)propanoate